(2R,5'S)-1'-((S)-2-((S)-2-azido-3-cyclopropyl-N-methylpropanamido)-3-cyclopropyl-propanoyl)-5,7-difluoro-3-oxo-3,4-dihydrospiro[benzo[b][1,4]oxazine-2,3'-pyrrolidine]-5'-carboxamide N(=[N+]=[N-])[C@H](C(=O)N(C)[C@H](C(=O)N1C[C@]2(C[C@H]1C(=O)N)C(NC1=C(O2)C=C(C=C1F)F)=O)CC1CC1)CC1CC1